C(C1=CC=CC=C1)O[C@H]1C[C@@H](N(C1)C(=O)OC(C)(C)C)COC1=C(C(=CC(=C1)C)O[C@@H](C(F)F)C)C(=O)OC tert-butyl (2R,4S)-4-(benzyloxy)-2-((3-(((R)-1,1-difluoropropan-2-yl)oxy)-2-(methoxy Carbonyl)-5-methylphenoxy)methyl)pyrrolidine-1-carboxylate